FC(C(=O)O)(F)F.NCC(CN1N=NN(C1=O)C1=C(C=CC(=N1)C=1C=CC(N(C1)CC)=O)C)=C(F)F 5-[6-[4-[2-(aminomethyl)-3,3-difluoro-allyl]-5-oxo-tetrazol-1-yl]-5-Methyl-2-pyridinyl]-1-ethyl-pyridin-2-one trifluoroacetate